(S)-2-(1-(2-(3-(6-(8-(benzo[d]thiazol-2-ylcarbamoyl)-3,4-dihydroisoquinolin-2(1H)-yl)-2-(tert-butoxycarbonyl)pyridin-3-yl)-2-methylphenoxy)ethyl)-6-azaspiro[2.5]octan-6-yl)acetic acid S1C(=NC2=C1C=CC=C2)NC(=O)C=2C=CC=C1CCN(CC21)C2=CC=C(C(=N2)C(=O)OC(C)(C)C)C=2C(=C(OCC[C@@H]1CC13CCN(CC3)CC(=O)O)C=CC2)C